(±)-2-(4-((2-Aminoethyl)(methyl)amino)-3-(methylsulfinylmethyl)phenylamino)-4-(cyclopropylamino)pyrazolo[1,5-a][1,3,5]triazine-8-carbonitrile monotrifluoroacetic acid salt FC(C(=O)O)(F)F.NCCN(C1=C(C=C(C=C1)NC1=NC=2N(C(=N1)NC1CC1)N=CC2C#N)C[S@](=O)C)C |r|